C(#N)C=1C(=CC(=NC1)NC(=O)N1CCCC2=CC(=C(N=C12)C=O)CO)OC1CN2CCC1CC2 N-(5-cyano-4-(quinuclidin-3-yloxy)pyridin-2-yl)-7-formyl-6-(hydroxymethyl)-3,4-dihydro-1,8-naphthyridine-1(2H)-carboxamide